tetrahydrothiaThiophene 1,1-dioxide S1(SCCC1)(=O)=O